C1(=CC=CC=C1)C1=NC(=C(C(=N1)N1C=2C=CC=CC2C=2C1=C1NC3=CC=CC=C3C1=CC2)C#N)C2=CC=CC=C2 12-(2,6-diphenyl-5-cyanopyrimidin-4-yl)-indolo[2,3-a]carbazole